C[C@@]1(CC(CCC1)=O)C1=CC=CC=C1 (R)-3-methyl-3-phenylcyclohexan-1-one